O1C(=NN=C1)C=1C=C(OC2CCN(CC2)C(=O)N2N=C(C=C2)NS(=O)(=O)C)C=CC1C(F)(F)F N-(1-(4-(3-(1,3,4-oxadiazol-2-yl)-4-(trifluoromethyl)phenoxy)piperidine-1-carbonyl)-1H-pyrazol-3-yl)methanesulfonamide